N-(2-naphthyl)carbazole Sodium methylalaninate CN[C@@H](C)C(=O)[O-].[Na+].C1=C(C=CC2=CC=CC=C12)N1C2=CC=CC=C2C=2C=CC=CC12